(1R,5S,6r)-N-(2-(8-(cyclopentylsulfanyl)imidazo[1,5-a]pyridin-3-yl)propan-2-yl)-3-azabicyclo[3.1.0]hexane-6-carboxamide C1(CCCC1)SC=1C=2N(C=CC1)C(=NC2)C(C)(C)NC(=O)C2[C@H]1CNC[C@@H]21